1-(4-(4-(6-(Difluoromethyl)imidazo[1,2-b]pyridazin-3-yl)pyridin-2-yl)piperazin-1-yl)-2-methoxyethanone FC(C=1C=CC=2N(N1)C(=CN2)C2=CC(=NC=C2)N2CCN(CC2)C(COC)=O)F